(2R,7aS)-7a-(((tert-butyldiphenylsilyl)oxy)methyl)-2-fluoro-5,5-dimethylhexahydro-1H-pyrrolizine [Si](C1=CC=CC=C1)(C1=CC=CC=C1)(C(C)(C)C)OC[C@]12CCC(N2C[C@@H](C1)F)(C)C